C(#N)C=1C=C(C=CC1)NC(C1=C(C=C(C(=C1)OC)OC)OC1=C(C=C(C=C1)F)C)=O N-(3-cyanophenyl)-2-(4-fluoro-2-methylphenoxy)-4,5-dimethoxybenzamide